C1C=C(C2=CC=CC=C12)NC(OC(C)(C)C)=O Tert-butyl inden-3-ylcarbamate